N-(quinolin-2-yl)-1-(o-tolyl)-1H-1,2,3-triazole-4-carboxamide N1=C(C=CC2=CC=CC=C12)NC(=O)C=1N=NN(C1)C1=C(C=CC=C1)C